C(#N)C=1C(=C(C(=C(C1C1=NC(=CC(=N1)C1=CC=CC=C1)C1=CC=CC=C1)N1C2=CC=C(C=C2C=2C=C(C=CC12)C#N)C#N)N1C2=CC=C(C=C2C=2C=C(C=CC12)C#N)C#N)N1C2=CC=C(C=C2C=2C=C(C=CC12)C#N)C#N)N1C2=CC=C(C=C2C=2C=C(C=CC12)C#N)C#N 9,9',9'',9'''-(5-cyano-6-(4,6-diphenylpyrimidin-2-yl)benzene-1,2,3,4-tetrayl)tetrakis(9H-carbazole-3,6-dicarbonitrile)